FC1=CC=C(C=C1)C1=C(C(=NC2=CC=C(C=C12)CCCCCC)N(CC(=O)O)C)C 2-{[4-(4-fluorophenyl)-6-hexyl-3-methylquinolin-2-yl](methyl)amino}acetic acid